5-(3-nitrophenoxy)-[1,2,4]triazolo[1,5-a]pyridin-2-amine [N+](=O)([O-])C=1C=C(OC2=CC=CC=3N2N=C(N3)N)C=CC1